tetrahydropyridazine-1,2-dicarboxaldehyde N1(N(CCCC1)C=O)C=O